N-(4'-amino-5'-methyl-3-(neopentyloxy)spiro[chromeno[2,3-b]pyridine-5,2'-imidazol]-7-yl)-5-chloropyridine-2-carboxamide NC1=NC2(N=C1C)C1=CC(=CC=C1OC1=NC=C(C=C12)OCC(C)(C)C)NC(=O)C1=NC=C(C=C1)Cl